9-phenyl-carbazole C1(=CC=CC=C1)N1C2=CC=CC=C2C=2C=CC=CC12